[Cr].[Au] gold-chromium